C1=CC=C(C=2SC3=C(C21)C=CC=C3)C=3C=C(C=CC3)C3=CC(=CC=C3)C3=NC2=C1C(=C4C(=C2N=C3)C=CC=C4)C=CC=C1 2-[3'-(dibenzothiophen-4-yl)biphenyl-3-yl]dibenzo[f,h]quinoxalin